2,3-dihydro-1λ6-benzothiophene-1,1-dione S1(CCC2=C1C=CC=C2)(=O)=O